CC12CC3(C(C(CC(C1)C3)C2)C)C trans-1,3,4-trimethyladamantane